FC1CC2(C1)CN(C[C@@H]2C2=CC=CC=C2)C(=O)C2=NC=CC(N2)=O (R)-2-(2-fluoro-8-phenyl-6-azaspiro[3.4]octane-6-carbonyl)pyrimidin-4(3H)-one